(R,E)-N-(1-(isoquinolin-1-yl)ethylidene)-2-methylpropane-2-sulfinamide C1(=NC=CC2=CC=CC=C12)\C(\C)=N\[S@](=O)C(C)(C)C